N-(4-formylphenyl)-N-methyl-glycine methyl ester COC(CN(C)C1=CC=C(C=C1)C=O)=O